(2,4-dimethoxybenzyl)-12-{2-[(2R,6S)-2,6-dimethylpiperidin-1-yl]ethyl}-3,9-difluoro-2,10-dihydroxy-12,13-dihydro-5H-indolo[2,3-a]pyrrolo[3,4-c]carbazole-5,7(6H)-dione COC1=C(CC2=C(C(=CC3=C2NC2=C3C3=C(C=4C5=CC(=C(C=C5N(C24)CCN2[C@@H](CCC[C@@H]2C)C)O)F)C(NC3=O)=O)F)O)C=CC(=C1)OC